5-(6-(difluoromethyl)-5-methylpyridin-3-yl)-9-fluoro-2,2-dimethyl-2,3-dihydrobenzo[f][1,4]thiazepine 1,1-dioxide FC(C1=C(C=C(C=N1)C1=NCC(S(C2=C1C=CC=C2F)(=O)=O)(C)C)C)F